C1(CC1)N1C[C@@H](CCC1)NC(CN1N=C(C=2C(C1=O)=CN(N2)C)C(C)C)=O N-[(3R)-1-Cyclopropyl-3-piperidyl]-2-(7-isopropyl-2-methyl-4-oxo-pyrazolo[3,4-d]pyridazin-5-yl)acetamide